[3-(hydroxymethyl)-4-methylphenyl]-3-(1-{4-[(4-methoxyphenyl)methoxy]butyl}-4-methyl-1H-benzotriazol-5-yl)propanoic acid ethyl ester C(C)OC(C(CC1=C(C2=C(N(N=N2)CCCCOCC2=CC=C(C=C2)OC)C=C1)C)C1=CC(=C(C=C1)C)CO)=O